(2-methyl-2H-tetrazole) copper [Cu].CN1N=CN=N1